2,3,6,7,8,9,10,11,12,13,14,15,16,17-tetradecahydro-1H-cyclopenta[a]phenanthren-3-yl (2-morpholinoethyl) carbonate C(OC1CCC2C3CCC4CCCC4C3CCC2=C1)(OCCN1CCOCC1)=O